hydroxystyryl ACRYLATE C(C=C)(=O)OC(=CC1=CC=CC=C1)O